CC1(CC1)C1=CC=C(C=N1)N 6-(1-methylcyclopropyl)pyridin-3-amine